(2-methoxy-4-((4-(4-(trifluoromethyl)piperidin-1-yl)phenyl)amino)benzyl)-5-oxopyrrolidine-3-carboxamide COC1=C(CN2CC(CC2=O)C(=O)N)C=CC(=C1)NC1=CC=C(C=C1)N1CCC(CC1)C(F)(F)F